(2-ethylhexyl)phosphonic acid neodymium [Nd].C(C)C(CP(O)(O)=O)CCCC